perfluorodecyl-trichlorosilane FC(C(C(C(C(C(C(C(C(C(F)(F)F)(F)F)(F)F)(F)F)(F)F)(F)F)(F)F)(F)F)(F)F)([Si](Cl)(Cl)Cl)F